1-isopropoxy-2-methyl-1-oxopropan-2-yl 2-(4-(4-chlorobenzoyl) phenoxy)-2-methylpropanoate ClC1=CC=C(C(=O)C2=CC=C(OC(C(=O)OC(C(=O)OC(C)C)(C)C)(C)C)C=C2)C=C1